C(=CC)C1=CC=CC=C1 4-(1-propenyl)benzene